Cl.Cl.C1N(CC12CNC2)C=2N=NC(=CN2)C2=C(C=C(C=C2)C=2C=NNC2)O 2-[3-(2,6-diazaspiro[3.3]hept-2-yl)-1,2,4-triazin-6-yl]-5-(1H-pyrazol-4-yl)phenol dihydrochloride